ClC1=C(C=2C=C3N(CCN(C3)C(C(COCC3NCC4=CC=CC=C34)O)=O)C2N=C1)C 1-((3-(3-chloro-4-methyl-8,9-dihydropyrido[3',2':4,5]pyrrolo[1,2-a]pyrazin-7(6H)-yl)-2-hydroxy-3-oxopropoxy)methyl)isoindolin